8-hydroxypyrene-1,3,6-trisulfonic acid trisodium salt hydrate O.[Na+].[Na+].[Na+].OC=1C=C(C=2C=CC3=C(C=C(C=4C=CC1C2C43)S(=O)(=O)[O-])S(=O)(=O)[O-])S(=O)(=O)[O-]